1,4-bis(1-isocyanatomethyl-1-methylethyl)benzene N(=C=O)CC(C)(C)C1=CC=C(C=C1)C(C)(CN=C=O)C